(1R,3S,4R)-N-[(1R)-1-cyano-2-[(3S)-2-oxo-3-piperidyl]ethyl]-5,5-difluoro-2-[(2S)-4-methyl-2-[(2,2,2-trifluoroacetyl)amino]pentanoyl]-2-azabicyclo[2.2.2]octane-3-carboxamide C(#N)[C@@H](C[C@H]1C(NCCC1)=O)NC(=O)[C@H]1N([C@H]2CC([C@@H]1CC2)(F)F)C([C@H](CC(C)C)NC(C(F)(F)F)=O)=O